O,O-bis(4-methylpentan-2-yl) S-(octan-2-yl) phosphorodi-thioate P(OC(C)CC(C)C)(OC(C)CC(C)C)(=S)SC(C)CCCCCC